8-(4-Methylcarboxyphenylthio)-guanosine CC1=CC(=C(C=C1)SC=1N([C@H]2[C@H](O)[C@H](O)[C@@H](CO)O2)C=2N=C(NC(C2N1)=O)N)C(=O)O